CN(CC[C@H]1N(CCC1)C=1C=CC=CC1)C 3-{(2S)-2-[2-(dimethylamino)ethyl]pyrrolidin-1-yl}-benzene